1-(Z-amino)cyclopropanecarboxylic acid C1CC1(C(=O)O)NC(=O)OCC2=CC=CC=C2